(±)-trans-N-(8-amino-6-chloro-2,7-naphthyridin-3-yl)-2-(1-ethylsulfonylpyrazol-4-yl)cyclopropanecarboxamide NC=1N=C(C=C2C=C(N=CC12)NC(=O)[C@H]1[C@@H](C1)C=1C=NN(C1)S(=O)(=O)CC)Cl |r|